tert-butyl 4-(2-(4-(3-(2,6-dioxopiperidin-3-yl)-2-oxo-2,3-dihydrobenzo[d]oxazol-6-yl)piperidin-1-yl)ethyl)piperidine-1-carboxylate O=C1NC(CCC1N1C(OC2=C1C=CC(=C2)C2CCN(CC2)CCC2CCN(CC2)C(=O)OC(C)(C)C)=O)=O